1-(4-(4-(5-(2,6-Dichlorophenyl)-4,5-dihydroisoxazol-3-yl)thiazol-2-yl)piperidin-1-yl)-2-((5-methoxypyrimidin-4-yl)oxy)ethan-1-on ClC1=C(C(=CC=C1)Cl)C1CC(=NO1)C=1N=C(SC1)C1CCN(CC1)C(COC1=NC=NC=C1OC)=O